tristearyl phosphite P(OCCCCCCCCCCCCCCCCCC)(OCCCCCCCCCCCCCCCCCC)OCCCCCCCCCCCCCCCCCC